FC=1C=CC2=C(NC(OC2=O)=O)C1C 7-fluoro-8-methyl-2H-benzo[d][1,3]oxazine-2,4(1H)-dione